N1=C(N=CC=C1)C1(CC1)NC(=O)[C@@H]1CN(CC[C@H]1NC(=O)C1=NOC(=C1)C1=C(C=C(C=C1)F)F)[C@H]1[C@@H](CCCC1)O (3R,4R)-4-{[5-(2,4-difluoro-phenyl)-isoxazole-3-carbonyl]-amino}-1-((1R,2R)-2-hydroxy-cyclohexyl)-piperidine-3-carboxylic acid (1-pyrimidin-2-yl-cyclopropyl)-amide